C1(CC1)C(C(C=1OC2=C(N1)C=C(C=C2)CN2C(NC(C2)C(F)(F)F)=O)NC(=O)C=2C=NN(C2)CC)C2CC2 N-(2,2-dicyclopropyl-1-(5-((2-oxo-4-(trifluoromethyl)imidazolidin-1-yl)methyl)benzo[d]oxazol-2-yl)ethyl)-1-ethyl-1H-pyrazole-4-carboxamide